ClC1=CNC2=NC=CC(=C21)OC2=CC(=C(C=C2)NC(=O)NC2=CC(=C(C=C2)CN2CCN(CC2)C2COC2)C(F)(F)F)F 1-(4-((3-chloro-1H-pyrrolo[2,3-B]pyridin-4-yl)oxy)-2-fluorophenyl)-3-(4-((4-(oxetan-3-YL)piperazin-1-yl)methyl)-3-(trifluoromethyl)phenyl)urea